FC1=CC=C(C=C1)S(=O)(=O)CC(=O)C1=CC=CC=C1 2-((4-fluorophenyl)sulfonyl)-1-phenylethan-1-one